C(C)(=O)N[C@H]1CCC2=CC(=CC=C12)NC(OC(C)(C)C)=O tert-butyl (S)-(1-acetamido-2,3-dihydro-1H-inden-5-yl)carbamate